methyl 8-bromo-4-methoxy-5-(2,2,2-trifluoroethyl)pyrimido[5,4-b]indole-2-carboxylate BrC1=CC=2C3=C(N(C2C=C1)CC(F)(F)F)C(=NC(=N3)C(=O)OC)OC